N,N-dimethylcyclopropanesulfonamide CN(S(=O)(=O)C1CC1)C